FC(C=1C=C(OC2(CC2)C(=O)O)C=CC1)(F)F 1-(3-(trifluoromethyl)phenoxy)cyclopropane-1-carboxylic acid